OC[C@@H](C)NC1=NC(=CC(=C1)C=1C=C(C=CC1C)NC(=O)N1C[C@@H](CC1)CC(F)(F)F)C12COCC2C1 (3S)-N-[3-(2-[[(2R)-1-hydroxypropan-2-yl]amino]-6-[3-oxabicyclo[3.1.0]hexan-1-yl]pyridin-4-yl)-4-methylphenyl]-3-(2,2,2-trifluoroethyl)pyrrolidine-1-carboxamide